ClC1=C(C=C(C(=C1)C(=O)N1C(CN(CC1)C)C1=CC=CC=C1)N1CCCC1)NC(=O)C1CC1 N-[2-chloro-4-(4-methyl-2-phenylpiperazine-1-carbonyl)-5-pyrrolidin-1-ylphenyl]cyclopropanecarboxamide